C1(CCC1)C=1C=CC(=NC1)NC(OC1=CC=CC=C1)=O phenyl (5-cyclobutylpyridin-2-yl)carbamate